3-Bromomethyl-2-chloro-4-isopropylsulfonylbenzoic acid BrCC=1C(=C(C(=O)O)C=CC1S(=O)(=O)C(C)C)Cl